7,7-difluoro-4,6-dihydro-1H-pyrazolo[4,3-c]pyridine-3,5-dicarboxylic acid O5-tert-butyl O3-ethyl ester C(C)OC(=O)C1=NNC2=C1CN(CC2(F)F)C(=O)OC(C)(C)C